O=C1C=CC(C2=C(C=CC=C12)S(N)(=O)=O)=O 1,4-dioxo-5-sulfamoyl-1,4-dihydronaphthalene